2-(4-(butylsulfanyl)-3,5-dimethoxy-2-methylphenyl)ethylamine C(CCC)SC1=C(C(=C(C=C1OC)CCN)C)OC